(R)-3-(cyclopropoxydifluoromethyl)-6-(6-((1,1,1-trifluoropropan-2-yl)oxy)pyridin-3-yl)-[1,2,4]triazolo[4,3-a]pyrazine C1(CC1)OC(C1=NN=C2N1C=C(N=C2)C=2C=NC(=CC2)O[C@@H](C(F)(F)F)C)(F)F